(2S,3S)-ethyl 3-((2-chlorothieno[2,3-d]pyrimidin-4-yl) amino)bicyclo[2.2.2]octane-2-carboxylate ClC=1N=C(C2=C(N1)SC=C2)N[C@@H]2[C@H](C1CCC2CC1)C(=O)OCC